ClC=1C(=NC(=NC1)NC1CCOCC1)C=1C=C2C(=NC1)CN(C2=O)[C@@H](C(=O)N[C@H](CO)C2=C(C(=CC=C2)C)F)C (2R)-2-(3-{5-chloro-2-[(oxan-4-yl)amino]pyrimidin-4-yl}-5-oxo-5H,6H,7H-pyrrolo[3,4-b]pyridin-6-yl)-N-[(1S)-1-(2-fluoro-3-methylphenyl)-2-hydroxyethyl]propanamide